1,2-dipalmitoyl-3-trimethylammoniopropane C(CCCCCCCCCCCCCCC)(=O)CC(C[N+](C)(C)C)C(CCCCCCCCCCCCCCC)=O